C(#N)CC12CC(C1)(C2)NC(OC(C)(C)C)=O tert-butyl (3-(cyanomethyl)bicyclo[1.1.1]pent-1-yl)carbamate